FC1=C2C=CN(C2=C(C=C1)C(=O)NC1CC2(CCC2)C1)CC1=CC=C(C=C1)C1=CC(=CC=C1)OC1COC1 (Ra)-6-(4-Fluoro-1-((3'-(oxetan-3-yloxy)-[1,1'-biphenyl]-4-yl)methyl)-1H-indol-7-carboxamido)spiro[3.3]heptan